FCC(CN(CCC(C(=O)O)NC(=O)C1(CC1)C1=C(C=NC=C1)C(F)(F)F)CCCCC1=NC=2NCCCC2C=C1)OC 4-[[3-fluoro-2-methoxy-propyl]-[4-(5,6,7,8-tetrahydro-1,8-naphthyridin-2-yl)butyl]amino]-2-[[1-[3-(trifluoromethyl)-4-pyridyl]cyclopropanecarbonyl]amino]butanoic acid